C(#N)N1C(SCC1)=C cyano-methylene-thiazolidine